[K].F[B-](F)(F)F.[H+] Tetrafluoroboric acid potassium salt